CSC1=CC=C(C=C1)C2=CC3=C(S2)C(=NC=N3)SCC(=O)O The molecule is a thienopyrimidine that is thieno[3,2-d]pyrimidine which is substituted by a (carboxymethyl)sulfanediyl group at position 4 and by a 4-(methylsulfanyl)phenyl group at position 6. It is a STK17B kinase inhibitor. It has a role as an EC 2.7.11.1 (non-specific serine/threonine protein kinase) inhibitor. It is a thienopyrimidine, an aryl sulfide, a monocarboxylic acid and a sulfur-containing carboxylic acid.